C(C)(=O)OC1=CC=C2CCCOC2=C1 chroman-7-yl acetate